OCC(CC1(CC1)O)OC1OCCCC1 1-(3-hydroxy-2-(tetrahydro-2H-pyran-2-yloxy)propyl)cyclopropanol